COC1=C(NCC#CC=2C=C(C3=CN(N=C3C2)CC(F)(F)F)C(=O)O)C=CC(=C1)S(=O)(=O)C 6-[3-(2-methoxy-4-methylsulfonyl-anilino)prop-1-ynyl]-2-(2,2,2-trifluoroethyl)indazole-4-carboxylic acid